C(#N)C1=CC=C(CNC(=O)C=2C(N(C3=C(N=CC=C3C2)F)C)=O)C=C1 N-(4-cyanobenzyl)-8-fluoro-1-methyl-2-oxo-1,2-dihydro-1,7-naphthyridine-3-carboxamide